COC(=O)C1(C(SC2=CC=CC=C2C1=O)C1=CC=CC=C1)CC=C=CC1=CC(=CC=C1)F (-)-Methyl-3-(4-(3-fluorophenyl)buta-2,3-dien-1-yl)-4-oxo-2-phenylthiochromane-3-carboxylate